(S)-2-amino-N-(6-(5-chloro-6-fluoro-7-(isopropylamino)-1H-indazol-4-yl)imidazo[1,2-a]pyrazin-2-yl)propenamide NC(C(=O)NC=1N=C2N(C=C(N=C2)C2=C3C=NNC3=C(C(=C2Cl)F)NC(C)C)C1)=C